ClC1=C(C=CC=C1)C1N=C(NC(=C1C(=O)NC=1SC(=NN1)C=1C=NC=CC1)C)NC=1OC2=C(N1)C=C(C=C2)C 4-(2-chlorophenyl)-6-methyl-2-((5-methylbenzo[d]oxazol-2-yl)amino)-N-(5-(pyridin-3-yl)-1,3,4-thiadiazol-2-yl)-1,4-dihydropyrimidine-5-carboxamide